1-(4-chloro-2-methylnaphthalene-1-yl)-1H-pyrrole-2,5-dione ClC1=CC(=C(C2=CC=CC=C12)N1C(C=CC1=O)=O)C